ClC=1C(=C(C=C(C1)CC)N1CCN(CC1)C[C@@H](CCNC(=O)C=1OC2=C(C1)C=CC=C2)F)OC (R)-N-(4-(4-(3-chloro-5-ethyl-2-methoxyphenyl)piperazin-1-yl)-3-fluorobutyl)benzofuran-2-carboxamide